1-(1Z-octadecenyl)-2-(13Z,16Z-docosadienoyl)-glycero-3-phosphoserine CCCCCCCCCCCCCCCC/C=C\OC[C@H](COP(=O)(O)OC[C@@H](C(=O)O)N)OC(=O)CCCCCCCCCCC/C=C\C/C=C\CCCCC